N[C@H](CC)C1=CC=CC=C1 (R)-(+)-1-amino-1-phenyl-propane